Cl.C(CC#C)C1(N=N1)CCNC(=O)[C@H]1CN([C@H](CO1)CC1=CC=C(C=C1)Cl)C1CCC(CC1)C1=NN(C(=C1)C)C (2R,5S)-N-(2-(3-(but-3-yn-1-yl)-3H-diazirin-3-yl)ethyl)-5-(4-chlorobenzyl)-4-(4-(1,5-dimethyl-1H-pyrazol-3-yl)cyclohexyl)morpholine-2-carboxamide hydrochloride